phosphaphenanthrene-acrylamide P1(CC=CC=2C3=CC=CC=C3C=CC12)C=CC(=O)N